N-p-benzyl-menthyl-carboxamide C(C1=CC=CC=C1)C1(C(CC(CC1)C)NC=O)C(C)C